ClC=1C(=C(C=CC1CC(F)F)NC=1C2=C(N=CN1)C=CC(=N2)N2C1CN(C(C2)CC1)C(=O)OC(C)(C)C)F tert-butyl 5-(4-((3-chloro-4-(2,2-difluoroethyl)-2-fluorophenyl)amino)pyrido[3,2-d]pyrimidin-6-yl)-2,5-diazabicyclo[2.2.2]octane-2-carboxylate